BrC1=C(C=C(C=C1)[C@@H](CC(=O)OC)C)F methyl (3R)-3-(4-bromo-3-fluoro-phenyl)butanoate